3-(2-ethoxyphenyl)propionic acid 2-methoxyphenyl ester COC1=C(C=CC=C1)OC(CCC1=C(C=CC=C1)OCC)=O